5-bromo-6-ethoxypyrazolo[1,5-a]pyridine BrC1=CC=2N(C=C1OCC)N=CC2